C1(CCC1)OCC1=C(C(=CC=C1)C1=CC=CC=C1)S(=O)(=O)NC1=NOC(=C1C)C (cyclobutoxymethyl)-N-(4,5-dimethylisoxazol-3-yl)-[1,1'-biphenyl]-2-sulfonamide